CC1(OB(OC1(C)C)C1=CN=CN1)C 5-(4,4,5,5-tetramethyl-1,3,2-dioxaborolan-2-yl)-1H-imidazole